C(C1=CC=CC=C1)C(CCN)N(C)C benzyl-N,N-dimethyl-1,3-propanediamine